COC1CC(C1)NC(=O)C1=CC2=C(N3C(S2)=NC(=C3)C3=CC=C(C=C3)C(NC)=O)C=C1 N-((1s,3s)-3-methoxycyclobutyl)-2-(4-(methylcarbamoyl)phenyl)benzo[d]imidazo[2,1-b]thiazole-7-carboxamide